[Si](C)(C)(C(C)(C)C)OCC(CC1(N(CC[C@H]1OC)C(=O)OC(C)(C)C)C(=O)OC)=C 1-(t-butyl) 2-methyl (3R)-2-(2-(((t-butyldimethylsilyl)oxy)methyl)allyl)-3-methoxypyrrolidin-1,2-dicarboxylate